CC=1C(C=CC(C1)(C)C)=O 2,4,4-trimethylcyclohexa-2,5-dienone